CC1=CC=C(C=C1)CCOC1=CC(=NC=C1)NC(P(O)(O)=O)P(O)(O)=O (((4-(4-methylphenylethoxy)pyridin-2-yl)amino)methylene)bisphosphonic acid